(1s,4s)-4-((5-(2-Ethoxyethoxy)pyrimidin-2-yl)amino)cyclohexan-1-ol C(C)OCCOC=1C=NC(=NC1)NC1CCC(CC1)O